COC=1C(C(=C(C(C1OC)=O)CCCCCCCCCC[P+](C1=CC=CC=C1)(C1=CC=CC=C1)C1=CC=CC=C1)C)=O [10-(4,5-dimethoxy-2-methyl-3,6-dioxo-1,4-cyclohexadien-1-yl)decyl]triphenyl-phosphonium